2'-chloro-4'-((3-methyloxetan-3-yl)oxy)-4,5,5',6'-tetrahydro-2H-spiro[furan-3,8'-pyrano[3,4-b]pyridine] ClC1=CC(=C2C(=N1)C1(OCC2)COCC1)OC1(COC1)C